2-chloro-6-(trifluoromethyl)-1H-benzo[d]imidazole ClC1=NC2=C(N1)C=C(C=C2)C(F)(F)F